7-(2,5-dimethyl-1H-pyrrol-1-yl)benzofuro[3,2-b]pyridine-6-carboxamide CC=1N(C(=CC1)C)C1=C(C2=C(C=C1)C1=NC=CC=C1O2)C(=O)N